ClC1=NC=C(C(=C1F)C1=C(C=NC(=C1)C)C(=O)NC=1SC(=NN1)OC1CCC(CC1)CO)OC 2'-chloro-3'-fluoro-N-(5-(((1r,4r)-4-(hydroxymethyl)cyclohexyl)oxy)-1,3,4-thiadiazol-2-yl)-5'-methoxy-6-methyl-[4,4'-bipyridine]-3-carboxamide